COC=1C=CC=2C3=C(NC2C1)CCCN3C(=O)OC(C)(C)C tert-butyl 7-methoxy-2,3,4,5-tetrahydro-1H-pyrido[3,2-b]indole-1-carboxylate